FC(C1(CC1)C1=CC=C(C=C1)CC(=O)N)(F)F 2-(4-(1-(trifluoromethyl)cyclopropyl)phenyl)acetamide